CS(=O)(=O)C=1C=C(CNC2=NC(=NC=C2C(F)(F)F)NC2=CC(=C(C(=C2)OC)OC)OC)C=CC1 N4-(3-(Methylsulfonyl)benzyl)-5-(trifluoromethyl)-N2-(3,4,5-trimethoxyphenyl)pyrimidine-2,4-diamine